methyl (2E)-2-{[2-methyl-5-(3,3-dimethyl-1-butyn-1-yl)phenyl]methyl}-3-methoxy-2-propenoate CC1=C(C=C(C=C1)C#CC(C)(C)C)C/C(/C(=O)OC)=C\OC